ClC=1C(=CC2=C(C[C@@](O2)([C@H]2NCCC2)C2=CC=CC=C2)C1C1=C(C=2N(C=C1C(=O)N)C=CN2)F)OC (S)-7-((S)-5-Chloro-6-methoxy-2-phenyl-2-((S)-pyrrolidin-2-yl)-2,3-dihydrobenzofuran-4-yl)-8-fluoroimidazo[1,2-a]pyridine-6-carboxamide